O[C@@H]1C=C(C(C[C@@H]1C(C)C)=O)C (4S,5R)-4-Hydroxy-5-isopropyl-2-methylcyclohex-2-enone